ClC1=CC=C(CN2C([C@@H](CC2)N2CCC(CC2)C2=CC=C(C=C2)NS(=O)(=O)C)=O)C=C1 (R)-N-(4-(1-(1-(4-chlorobenzyl)-2-oxopyrrolidin-3-yl)piperidin-4-yl)phenyl)methanesulfonamide